BrC1=CC=C2C(C(=CN(C2=C1)C(C)C)C(=O)OCC)=O ethyl 7-bromo-4-oxo-1-(propan-2-yl)-1,4-dihydroquinoline-3-carboxylate